C1(CC1)NC1(CCCCCC1)CNC(C1=CC=C(C=C1)C#CC1=NC=C(C=C1)F)=O N-((1-(cyclopropylamino)cycloheptyl)methyl)-4-((5-fluoropyridin-2-yl)ethynyl)benzamide